C(CC)OCCOC=C(C)C1=CC=C(C=C1)C(=COCCC)C 1-(1-(2-propoxyethoxy)prop-1-en-2-yl)-4-(1-propoxyprop-1-en-2-yl)benzene